2-Chloro-1,3-dimethyl-imidazolidinium hexafluorophosphate F[P-](F)(F)(F)(F)F.ClC1[NH+](CCN1C)C